COC1[C@H](CNC1)COC=1C(=CC(=NC1)C)C1=CC=2N(C=C1)N=C(C2)NC(=O)C2CC2 R-N-[5-[5-[(4-methoxypyrrolidin-3-yl)methoxy]-2-methyl-4-pyridyl]pyrazolo[1,5-a]pyridin-2-yl]cyclopropanecarboxamide